C1(CCC1)CC(O)C=1N2C(SC1C1CC1)=CN=C2 2-cyclobutyl-1-(2-cyclopropyl-imidazo[5,1-b]thiazol-3-yl)-ethanol